C(#N)[C@H]1N([C@H]2C[C@H]2C1)C(CC1=NC2=CC=C(C=C2C(=C1)C(=O)N)C(F)(F)F)=O (2-((1S,3S,5S)-3-cyano-2-azabicyclo[3.1.0]hex-2-yl)-2-oxoethyl)-6-(trifluoromethyl)quinoline-4-carboxamide